FC1(OC2=C(O1)C=CC(=C2)C(=O)N2CCN(CC2)C(\C=C\C=2C=NC=NC2)=O)F (E)-1-(4-(2,2-difluorobenzo[d][1,3]dioxole-5-carbonyl)piperazin-1-yl)-3-(pyrimidin-5-yl)prop-2-en-1-one